[Si](C)(C)(C(C)(C)C)O[C@@H]1C[C@H](N(C1)C)C=1NC2=C(N1)C(=C1C(=C2F)CC(C1)C(=O)OC)F methyl 2-[(2S,4R)-4-[tert-butyl(dimethyl)silyl]oxy-1-methyl-pyrrolidin-2-yl]-4,8-difluoro-3,5,6,7-tetrahydrocyclopenta[f]benzimidazole-6-carboxylate